tri(n-propoxy)vinylsilane C(CC)OC(=C(OCCC)OCCC)[SiH3]